dimethylsilylbis(tetrahydroindenyl)zirconium C[SiH](C)[Zr](C1CCC2CC=CC=C12)C1CCC2CC=CC=C12